(6S)-2-Imino-3,6-dimethyl-6-(5-oxido-8-(prop-1-yn-1-yl)dibenzo[b,d]thiophen-2-yl)tetrahydropyrimidin-4(1H)-one N=C1N[C@@](CC(N1C)=O)(C1=CC2=C(S(C3=C2C=C(C=C3)C#CC)=O)C=C1)C